C1(CCCCC1)CCCNS(=O)(=O)O 2-cyclohexylmethyl-ethane-sulfamic acid